4-(((cis)-4-(2-chloro-5-(trifluoromethoxy)phenyl)cyclohexyl)oxy)-1H-1,2,3-triazole-5-carboxylic acid ClC1=C(C=C(C=C1)OC(F)(F)F)[C@H]1CC[C@H](CC1)OC=1N=NNC1C(=O)O